FC=1C=C(C=NC1OC)CN1C2CN(CC1C2)C2=CC=C(C=N2)C=2C=1N(C=C(C2)OC[C@@](C#C)(C)O)N=CC1C#N 4-(6-(6-((5-Fluoro-6-methoxypyridin-3-yl)methyl)-3,6-diazabicyclo[3.1.1]heptane-3-yl)pyridin-3-yl)-6-(((S)-2-hydroxy-2-methylbut-3-yn-1-yl)oxy)pyrazolo[1,5-a]pyridine-3-carbonitrile